CC1=C(C=C(C=C1)OCC(N1CCC(CC1)N1CCNCC1)=O)N1C(NC(CC1)=O)=O 1-[2-Methyl-5-[2-oxo-2-(4-piperazin-1-yl-1-piperidyl)ethoxy]phenyl]hexahydropyrimidine-2,4-dione